(4-((7-methoxy-1H-imidazo[4,5-c][1,8]naphthyridin-1-yl)methyl)phenyl)boronic acid COC=1C=CC=2C3=C(C=NC2N1)N=CN3CC3=CC=C(C=C3)B(O)O